N1C(CCC1)=O (E)-2-pyrrolidone